N-((1S)-2-((4-(cyclopropyl(4,4,4-trifluorobutanamido)methyl)pyridin-2-yl)amino)-1-((1r,4S)-4-methylcyclohexyl)-2-oxoethyl)-1-isopropyl-1H-pyrazole-5-carboxamide C1(CC1)C(C1=CC(=NC=C1)NC([C@H](C1CCC(CC1)C)NC(=O)C1=CC=NN1C(C)C)=O)NC(CCC(F)(F)F)=O